Methoxymethyl-pyrazine COCC1=NC=CN=C1